NC1=C(C=C(C=N1)C=1N=C(N(C1)C12CC(C1)(C2)F)CO)OC(F)(F)F (4-(6-amino-5-(trifluoromethoxy)pyridin-3-yl)-1-(3-fluorobicyclo[1.1.1]-pentan-1-yl)-1H-imidazol-2-yl)methanol